Methyl (2E)-2-methoxyimino-2-[3-methyl-2-[[(E)-1-[2-methyl-5-(trifluoromethyl) pyrazol-3-yl]ethylideneamino]oxymethyl]phenyl]acetate CO\N=C(\C(=O)OC)/C1=C(C(=CC=C1)C)CO/N=C(\C)/C=1N(N=C(C1)C(F)(F)F)C